Cyclopropyl-(8-(3-(difluoromethoxy)-5-fluorophenyl)-6-(3-(trifluoromethyl)phenylsulfonyl)-4,4a,5,6-tetrahydro-1H-pyrazino[1,2-a]quinoxalin-3(2H)-yl)methanone C1(CC1)C(=O)N1CC2N(C3=CC=C(C=C3N(C2)S(=O)(=O)C2=CC(=CC=C2)C(F)(F)F)C2=CC(=CC(=C2)F)OC(F)F)CC1